5-hydroxy-2-(3-iodophenyl)-2-methyl-hexanoic acid OC(CCC(C(=O)O)(C)C1=CC(=CC=C1)I)C